[(2R,5S)-2-(1-acetyl-4-piperidyl)-5-methyl-1-piperidyl]-N-(6-amino-5-methyl-3-pyridyl)-2-oxo-acetamide C(C)(=O)N1CCC(CC1)[C@@H]1N(C[C@H](CC1)C)C(C(=O)NC=1C=NC(=C(C1)C)N)=O